(6R)-6-{[7-chloro-2-(1-methyl-1H-pyrazol-4-yl)[1,2,4]triazolo[1,5-c]quinazolin-5-yl]amino}-1,4-diazepin-5-one ClC1=CC=CC=2C=3N(C(=NC12)NC=1C(N=CC=NC1)=O)N=C(N3)C=3C=NN(C3)C